Methyl 4-(2-(6-((3R,5R)-3-amino-5-fluoropiperidine-1-carbonyl)-3-methylpyrazolo[1,5-a]pyridin-2-yl)-1-(cyclopropylmethyl)-1H-indol-7-yl)piperidine-1-carboxylate N[C@H]1CN(C[C@@H](C1)F)C(=O)C=1C=CC=2N(C1)N=C(C2C)C=2N(C1=C(C=CC=C1C2)C2CCN(CC2)C(=O)OC)CC2CC2